ClC=1N=C2C(=C(C(N(C2=CC1)C)=O)C#N)N1CCN(CC1)CC1=C(C=C(C=C1)F)Cl 6-Chloro-4-{4-[(2-chloro-4-fluorophenyl)methyl]piperazin-1-yl}-1-methyl-2-oxo-1,2-dihydro-1,5-naphthyridin-3-carbonitril